tetrasodium hydroxyethylidene phosphonate P1(OC(CO)O1)=O.[Na].[Na].[Na].[Na]